COC(=O)[C@H]1OC(O[C@@H]1C1=C(C=CC=C1Cl)Cl)(CC)CC.OC1=C(C=C(C=C1C(C)(C)CC)C(C)(C)CC)C1=C(C=CC=C1)C1=CC=CC=2NN=NC21 2-(2-hydroxy-3,5-di-tert-pentylphenyl)phenylbenzotriazole (4s,5r)-methyl-5-(2,6-dichlorophenyl)-2,2-diethyl-1,3-dioxolane-4-carboxylate